C(C)(C)(C)OC(N(C)C=1C(=NC=C(C1)C(F)(F)F)N=C=S)=O.FC1=CC=C(C2=CC=CC=C12)[C@H]1[C@@H](CC1)C1=CC=CC=C1 Trans-1-fluoro-4-(2-phenylcyclobutyl)naphthalene tert-butyl-(2-isothiocyanato-5-(trifluoromethyl)pyridin-3-yl)(methyl)carbamate